2-chloro-7-(4,4-difluoro-6-azaspiro[2.5]octan-6-yl)-5-cyclopropyl-5H-pyrrolo[3,2-d]pyrimidine ClC=1N=CC2=C(N1)C(=CN2C2CC2)N2CC(C1(CC1)CC2)(F)F